C(C)OCOCCCC(CC(CC(CC(CC(C)O)C)C)C)C 12-hydroxy-4,6,8,10-tetramethyltridecyl ethoxymethyl ether